2-(6-(((1r,5r,6r,7s)-6-fluoro-3-oxa-9-azabicyclo[3.3.1]non-7-yl)oxy)pyridazin-3-yl)-5-(1H-pyrazol-4-yl)phenol F[C@@H]1[C@H]2COC[C@@H](C[C@@H]1OC1=CC=C(N=N1)C1=C(C=C(C=C1)C=1C=NNC1)O)N2